4-(4-methylpiperazino)-3-nitroaniline CN1CCN(CC1)C1=C(C=C(N)C=C1)[N+](=O)[O-]